CSC1=NC(=CC(=C1)C(C(C1=C(C(=CC=C1)OC)F)C=1C(=NC2=CC=C(C=C2C1)Br)OC)(CCN(C)C)O)SC 2-(2,6-bis(methylthio)pyridin-4-yl)-1-(6-bromo-2-methoxyquinolin-3-yl)-4-(dimethylamino)-1-(2-fluoro-3-methoxyphenyl)butan-2-ol